3-cyclopropyl-4-(5-methyl-1-(tetrahydro-2H-pyran-2-yl)-1H-indazol-4-yl)quinoline C1(CC1)C=1C=NC2=CC=CC=C2C1C1=C2C=NN(C2=CC=C1C)C1OCCCC1